OC1=C(C=CC(=C1)OCCCCCCCC)N1N=C2C(=N1)C=CC=C2 (2-hydroxy-4-octyloxyphenyl)-2H-benzotriazole